CC=1C=2CCCC2N=C2CN(CC12)C(CC1CN(C1)C1=CC(=NC=C1)C(F)(F)F)=O 1-(8-Methyl-3,5,6,7-tetrahydro-1H-2,4-diaza-s-indacen-2-yl)-2-[1-(2-trifluoromethyl-pyridin-4-yl)-azetidin-3-yl]-ethanone